8-bromo-6-chloro-3-ethyl-2-methyl-pyrido[3,4-d]pyrimidin-4-one BrC1=NC(=CC2=C1N=C(N(C2=O)CC)C)Cl